[C@H]1([C@@H](O)[C@@H](O)[C@H](O)[C@H](O1)CO)O[C@@H]1[C@@H]([C@H](O[C@@H]([C@H]1O)CO[C@@H]1[C@@H](O)[C@@H](O)[C@H](O)[C@H](O1)CO)OCCNC([C@H](CCC(=O)O)NC(CCCCCCCCCCCCC)=O)=O)O (S)-5-((2-((α-D-mannopyranosyl-(1→3)-[α-D-mannopyranosyl-(1→6)]-α-D-mannopyranosyl)oxy)ethyl)amino)-5-oxo-4-tetradecanamidopentanoic acid